dihydroxyl-4,4'-dimethoxybenzophenone OC=1C(=C(C(=O)C2=CC=C(C=C2)OC)C=CC1OC)O